Cl.C[C@@H]1CC2=NN3C(C(NCCC3)=O)=C2CN1 (3R)-3-Methyl-1,2,3,4,7,8,9,10-octahydro-11H-pyrido[4',3':3,4]pyrazolo[1,5-a][1,4]diazepin-11-one hydrochloride